(S)-4-((6-Fluoropyridin-2-yl)oxy)-N-(7-(3-hydroxy-3-methylbut-1-yn-1-yl)-5-methyl-4-oxo-2,3,4,5-tetrahydrobenzo[b][1,4]oxazepin-3-yl)-1H-pyrazole-1-carboxamide FC1=CC=CC(=N1)OC=1C=NN(C1)C(=O)N[C@@H]1C(N(C2=C(OC1)C=CC(=C2)C#CC(C)(C)O)C)=O